N-(3-chloro-5-(methylsulfonamido)phenyl)-5-(5-fluoro-3-(pyrimidin-5-ylmethoxy)pyridin-2-yl)-1-(2,2,2-trifluoroethyl)-1H-pyrrole-3-carboxamide ClC=1C=C(C=C(C1)NS(=O)(=O)C)NC(=O)C1=CN(C(=C1)C1=NC=C(C=C1OCC=1C=NC=NC1)F)CC(F)(F)F